3-amino-2-(aminomethyl)propylamine NCC(CN)CN